7-(4-fluorophenyl)-3-({4-hydroxy-1-[(1s,4s)-4-(pyridin-2-yloxy)cyclohexane-carbonyl]piperidin-4-yl}methyl)-3H,4H,7H-pyrrolo[2,3-d]pyrimidin-4-one FC1=CC=C(C=C1)N1C=CC2=C1N=CN(C2=O)CC2(CCN(CC2)C(=O)C2CCC(CC2)OC2=NC=CC=C2)O